2-(2-chloropyridin-4-yl)morpholine ClC1=NC=CC(=C1)C1CNCCO1